CC12OC3=CC=CC=C3C(C1(CCCC(C2)C(C)N2N=C(C=1C2=NC=NC1N)C1=CC2=C(S1)C=CC=C2)C2=CC(=CC=C2)F)=O 2-methylpentano-12-(1-(4-amino-3-(benzo[b]thiophen-2-yl)-1H-pyrazolo[3,4-d]pyrimidin-1-yl)ethyl)-3-(3-fluorophenyl)-4H-chromen-4-one